CN(CCC1CCNCC1)C N,N-dimethyl-2-(piperidin-4-yl)ethane-1-amine